5H-pyrazolo[4,3-h]quinazoline N=1N=CC2=CCC=3C=NC=NC3C21